5-((R)-(((S)-tert-butylsulfinyl)amino)(cyclopropyl)methyl)thiophene-3-carboximidamide C(C)(C)(C)[S@](=O)N[C@@H](C1=CC(=CS1)C(N)=N)C1CC1